(2R)-2-(dimethylamino)-N-[7-fluoro-2-[[2-oxo-3-(3-oxo-4H-pyrazino[2,3-b][1,4]oxazin-6-yl)-1-oxa-3,8-diazaspiro[4.5]decan-8-yl]methyl]indan-5-yl]propionamide CN([C@@H](C(=O)NC=1C=C2CC(CC2=C(C1)F)CN1CCC2(CN(C(O2)=O)C2=NC3=C(OCC(N3)=O)N=C2)CC1)C)C